COC1=CC=C(C=C1)N=NC1=CC=C(C=C1)OC 4,4'-dimethoxyazobenzene